O=C1NC(=NC2=C(C=CC=C12)C#N)CSC1CCOCC1 4-Oxo-2-(((tetrahydro-2H-pyran-4-yl)thio)methyl)-3,4-dihydroquinazoline-8-carbonitrile